N-octadecenyl-2-methyl-3-(2-propen-1-yloxy)-pyridin-4-one C(=CCCCCCCCCCCCCCCCC)N1C(=C(C(C=C1)=O)OCC=C)C